C(N)(OCC1=NC(=CC=C1)C=1C=NN(C1)C)=O ((6-(1-methyl-1H-pyrazol-4-yl) pyridin-2-yl) methyl) carbamate